rac-tert-butyl (3-methyl-5-(2-((2R,5S)-5-methyl-2-(1H-thieno[2,3-c]pyrazol-5-yl)piperidin-1-yl)-2-oxoacetamido)pyridin-2-yl)carbamate CC=1C(=NC=C(C1)NC(C(=O)N1[C@H](CC[C@@H](C1)C)C1=CC2=C(NN=C2)S1)=O)NC(OC(C)(C)C)=O |r|